C=1N=NN2C(NC=3C=CC=CC3C21)=O Triazolo[1,5-c]Quinazolin-5(6H)-one